2-((6aS)-8-(1-(piperidin-4-yl)pyrrolidin-3-yl)-6,6a,7,8,9,10-hexahydro-5H-pyrazino[1',2':4,5]pyrazino[2,3-c]pyridazin-2-yl)phenol N1CCC(CC1)N1CC(CC1)N1C[C@H]2N(C=3C(=NN=C(C3)C3=C(C=CC=C3)O)NC2)CC1